C(C1=CC=CC=C1)OC1CC(CC1)O 3-benzyloxycyclopentanol